(S)-4-(difluoromethylene)-1-((4-phenoxybenzoyl)glycyl)pyrrolidine-2-carboxylic acid FC(=C1C[C@H](N(C1)C(CNC(C1=CC=C(C=C1)OC1=CC=CC=C1)=O)=O)C(=O)O)F